ClC1=C(N=C2N1C=C(C=C2)C(F)(F)F)C(=O)OCC ethyl 3-chloro-6-(trifluoromethyl)imidazo[1,2-a]pyridine-2-carboxylate